5-ethyl-2,4-dichloropyrimidine C(C)C=1C(=NC(=NC1)Cl)Cl